COC1=NOC(=C1)C(C(=O)O)C(C)C 2-(3-methoxy-1,2-oxazol-5-yl)-3-methylbutanoic acid